4-Bromo-2-acetamidobenzoic acid BrC1=CC(=C(C(=O)O)C=C1)NC(C)=O